p-xylylenediisocyanate C1(=CC=C(C=C1)CN=C=O)CN=C=O